C(C1=CC=CC=C1)N1C(=NC2=NC=C(C=C21)C=2C(=NOC2C)C)NCCO 2-((1-benzyl-6-(3,5-dimethylisoxazol-4-yl)-1H-imidazo[4,5-b]pyridin-2-yl)amino)ethanol